ClC=1C(=C(C(=O)OCCN2CCN(CC2)C)C(=CC1)Cl)OC 2-(4-methylpiperazin-1-yl)ethyl 3,6-dichloro-2-methoxybenzoate